COC=1C=C2C(=CN(C(C2=CC1OC)=O)C1=CC=C2CCCNC2=C1)C(=O)N1CCCCC1 6,7-dimethoxy-4-(piperidine-1-carbonyl)-2-(1,2,3,4-tetrahydroquinolin-7-yl)isoquinolin-1(2H)-one